CC1(COC1)C(=O)NC(C)C1=CC=C(C=C1)NC(OCC1=CC=C(C=C1)Cl)=O 4-chlorobenzyl (4-(1-(3-methyloxetane-3-carboxamido)ethyl)phenyl)carbamate